(R)-7-((6-(3-(dimethyl-amino)azetidin-1-yl)-5-(tetrahydrofuran-3-yl)pyridin-2-yl)amino)-4-(7-fluoro-imidazo[1,2-a]pyridin-3-yl)isoindolin-1-one CN(C1CN(C1)C1=C(C=CC(=N1)NC=1C=CC(=C2CNC(C12)=O)C1=CN=C2N1C=CC(=C2)F)[C@@H]2COCC2)C